4-(trimethoxysilyl)butanoic acid CO[Si](CCCC(=O)O)(OC)OC